C(C)(C)C=1C=CC=2NC3=CC=C(C=C3SC2C1)C(C)C 3,7-diisopropylphenothiazine